N-[(2E)-3-[(4-cyclohexylphenyl)(imino)oxo-λ6-sulfanyl]prop-2-en-1-yl]-2-oxo-1,2,5,6,7,8-hexahydroquinoline-3-carboxamide C1(CCCCC1)C1=CC=C(C=C1)S(/C=C/CNC(=O)C=1C(NC=2CCCCC2C1)=O)(=O)=N